C1(CC1)C=1N=CC2=C3C(=CC(=C2C1)S(NCC(C)C)(=O)=O)[C@@H](C[C@H]3NC3=C(C=CC=C3)OC)NC(=O)C=3C=NC=CC3 |r| N-[Trans-(7RS,9RS)-3-cyclopropyl-9-(2-methoxyanilino)-5-(2-methylpropylsulfamoyl)-8,9-dihydro-7H-cyclopenta[h]isochinolin-7-yl]pyridin-3-carboxamid